C(C)OC(C1=CC(=NC=C1NC(CC#N)=O)C1CC1)=O 5-(2-cyanoacetamido)-2-cyclopropyl-isonicotinic acid ethyl ester